C(C)(C)(C)OC(=O)N1C[C@@H]2CN([C@H]([C@H]1CO)CC2)CC2=CC=CC=C2.FC=2C=CC(=C(C2)CC=O)OCC2=CC=C(C=C2)OC 5-fluoro-2-(((4-methoxybenzyl)oxy)phenyl)ethan-1-one tert-butyl-(1S,4S,5S)-6-benzyl-4-(hydroxymethyl)-3,6-diazabicyclo[3.2.2]nonane-3-carboxylate